tert-butyl (R)-6-(hydroxymethyl)-5-azaspiro[2.4]heptane-5-carboxylate OC[C@@H]1N(CC2(CC2)C1)C(=O)OC(C)(C)C